COC1=C(CN(CCN2C3=C(N(C([C@H](CC2)NC2=C(C#N)C(=CC(=N2)C)C(F)(F)F)=O)C)C=CC=C3F)C)C=CC(=C1)OC (S)-2-((6-(2-((2,4-dimethoxybenzyl)(methyl)amino)ethyl)-7-fluoro-1-methyl-2-oxo-1,2,3,4,5,6-hexahydrobenzo[b][1,4]diazocin-3-yl)amino)-6-methyl-4-(trifluoromethyl)nicotinonitrile